C(C)(C)(C)C=1C=C(C=C(C1O)C(C)(C)C)C(CCNC(CC)=O)CCCNC(CCC1=CC(=C(C(=C1)C(C)(C)C)O)C(C)(C)C)=O 3,3'-bis(3,5-di-tert-butyl-4-hydroxyphenyl)-N,N'-hexa-methylenedipropionamide